C(C)(=O)OC1=C(C=CC=C1)Cl 2-chlorophenol acetate